(S)-4-(7-chloro-8-fluoro-2-(((6S,8aS)-hexahydro-1H-pyrrolo[2,1-c][1,4]oxazin-6-yl)methoxy)pyrido[4,3-d]pyrimidin-4-yl)-1,4-oxazepan-6-ol ClC1=C(C=2N=C(N=C(C2C=N1)N1CCOC[C@H](C1)O)OC[C@@H]1CC[C@H]2COCCN21)F